C1(=CC=CC=C1)S(=O)(=O)N1C=CC2=C(C(=C(C=C12)F)OC1=CC=C2CN(C(C2=C1)=N)C(C(=O)N)C1=C(C(=CC=C1)Br)F)F [6-[1-(benzenesulfonyl)-4,6-difluoro-indol-5-yl]oxy-1-imino-isoindolin-2-yl]-2-(3-bromo-2-fluoro-phenyl)acetamide